3-chloro-5-cyclopropyl-7-((2-(trimethylsilyl)ethoxy)methyl)-7H-pyrrolo[2,3-c]pyridazine-6-carbaldehyde ClC1=CC2=C(N=N1)N(C(=C2C2CC2)C=O)COCC[Si](C)(C)C